C(C)(C)(C)OC(=O)NCCNC[C@@]12C[C@H](N([C@H]2C1)C(CNC(=O)C=1C=CC=2C(C3=CC=CC=C3C2C1)(F)F)=O)C(=O)OCC ethyl (1S,3S,5S)-5-(((2-((tert-butoxycarbonyl)amino)ethyl)amino) methyl)-2-((9,9-difluoro-9H-fluorene-3-carbonyl)glycyl)-2-azabicyclo[3.1.0]hexane-3-carboxylate